4-(2-(2-aminopyridin-3-yl)-3-(4-((4-(3-formyl-4-hydroxybenzoyl)piperazin-1-yl)methyl)phenyl)-3H-imidazo[4,5-b]pyridin-5-yl)benzonitrile NC1=NC=CC=C1C1=NC=2C(=NC(=CC2)C2=CC=C(C#N)C=C2)N1C1=CC=C(C=C1)CN1CCN(CC1)C(C1=CC(=C(C=C1)O)C=O)=O